C(C)(C)(C)OC(=O)N1C[C@H](OCC1)C(=O)N1CCN(CC1)C1=NC=C(C=C1)C#N.C(CCC)N(CCCC)CCC[Si](OC)(OC)OC Gamma-(N,N-dibutyl)aminopropyltrimethoxysilane tert-butyl-(2S)-2-[4-(5-cyano-2-pyridyl)piperazine-1-carbonyl]morpholine-4-carboxylate